tert-butyl N-[3-(2,6-dimethyl-4-prop-1-ynyl-phenyl)-2,4-dioxo-spiro[5.5]undecan-9-yl]carbamate CC1=C(C(=CC(=C1)C#CC)C)C1C(CC2(CC1=O)CCC(CC2)NC(OC(C)(C)C)=O)=O